C(C)(C)(C)OC(=O)N1CCC(CC1)OC1=NC=C(C=C1)Br 4-((5-bromopyridin-2-yl)oxy)piperidine-1-carboxylic acid tert-butyl ester